FC=1CN2C(C=3C=NC(=NC3N2C=2C=CC=C(C(CCC1)(O[Si](CC)(CC)CC)C)N2)SC)=O 12-fluoro-16-methyl-5-methylsulfanyl-16-triethylsilyloxy-2,4,6,10,21-pentazatetracyclo[15.3.1.02,10.03,8]henicosa-1(21),3(8),4,6,12,17,19-heptaen-9-one